NC1=CC(=C(C=C1)OB(O)O)C(=O)OC (4-amino-2-(methoxycarbonyl)phenyl)boric acid